P(=O)(OC(C)(C)C)(OC(C)(C)C)OCN1C(=NC2=C1C=CC=C2)C2=CC=C(C=C2)C(C)(C)C Di-tert-butyl ((2-(4-(tert-butyl)phenyl)-1H-benzo[d]imidazol-1-yl)methyl) phosphate